tritetrahydrofurfuryl trithiophosphite P(SCC1CCCO1)(SCC1CCCO1)SCC1CCCO1